O=C1NC(CCC1N1C(C2=CC=CC(=C2C1=O)NCCOCCOCCOCCOCCOCCNC(OC(C)(C)C)=O)=O)=O tert-butyl N-[2-[2-[2-[2-[2-[2-[[2-(2,6-dioxo-3-piperidyl)-1,3-dioxo-isoindolin-4-yl] amino]ethoxy]ethoxy]ethoxy]ethoxy]ethoxy]ethyl]carbamate